((tert-butyldimethylsilyl)oxy)-N1-methylbenzene-1,2-diamine [Si](C)(C)(C(C)(C)C)OC1=C(C(=CC=C1)NC)N